FC(C=1C(=C(C=CC1)[C@@H](C)NC=1C=2C(N=C(N1)C)=CC(N(C2)N2CCOCC2)=O)F)F (R)-4-((1-(3-(difluoromethyl)-2-fluorophenyl)ethyl)amino)-2-methyl-6-morpholinopyrido[4,3-d]pyrimidin-7(6H)-one